C(C)(C)(C)OC(=O)N1[C@H](CN([C@@H](C1)C)C(C1=CC=C(C=C1)Cl)C1=CC=C(C=C1)Cl)C (2s,5r)-4-(bis(4-chlorophenyl)methyl)-2,5-dimethylpiperazine-1-carboxylic acid tert-butyl ester